[Si]([O-])([O-])([O-])[O-].C[Si+4](C)C trimethylsilicon silicate